FC=1C(=C(C=C(C1)CC(C)C)N1C[C@@H](N(CC1)CC=1N=NC=CC1)COC)C=1N=NNN1 (R)-3-((4-(3-fluoro-5-isobutyl-2-(2H-tetrazol-5-yl)phenyl)-2-(methoxymethyl)piperazin-1-yl)methyl)pyridazine